BrC1=CC=CC(=N1)C1OCCO1 6-bromo-2-(1,3-dioxolan-2-yl)pyridine